4-(4-(trifluoromethyl)phenyl)tetrahydro-2H-pyran-4-ol FC(C1=CC=C(C=C1)C1(CCOCC1)O)(F)F